1-(1-(7-(8-ethylnaphthalen-1-yl)-2-((tetrahydro-1H-pyrrolizin-7a(5H)-yl)methoxy)-5,6,7,8-tetrahydropyrido[3,4-d]pyrimidin-4-yl)piperidin-3-yl)pyrrolidin-2-one C(C)C=1C=CC=C2C=CC=C(C12)N1CC=2N=C(N=C(C2CC1)N1CC(CCC1)N1C(CCC1)=O)OCC12CCCN2CCC1